[N+](=O)([O-])C1=CC(=C(C(=O)OC)C=C1)C1=NC(=NC=C1)NC1=CC=C(C=C1)C(F)(F)F methyl 4-nitro-2-(2-((4-(trifluoromethyl)phenyl)amino)pyrimidin-4-yl)benzoate